OC=1N(N=C2C1CN(CC2)C(=O)OC(C)(C)C)CC(=C)CO tert-butyl 3-hydroxy-2-(2-(hydroxymethyl)allyl)-6,7-dihydro-2H-pyrazolo[4,3-c]pyridine-5(4H)-carboxylate